Cl.COC(=O)C=1C=C(C2=C(NN=N2)C1)C1=C(C=CC(=C1)S(N(CC)CC)(=O)=O)OC 4-(5-(N,N-diethylsulfamoyl)-2-methoxyphenyl)-1H-benzo[d][1,2,3]triazole-6-carboxylic acid methyl ester hydrochloride